C(CCCCCCCCC)(=O)N1CCCC1 N-decanoyl-pyrrolidine